(2R,4S)-2-(2-(chloromethyl)allyl)-4-hydroxypyrrolidine-1,2-dicarboxylic acid 1-(tert-butyl) 2-methyl ester COC(=O)[C@@]1(N(C[C@H](C1)O)C(=O)OC(C)(C)C)CC(=C)CCl